OCCCCCNC1=C2CCN(CC2=CC=C1[N+](=O)[O-])C(=O)OC(C)(C)C tert-butyl 5-[(5-hydroxypentyl) amino]-6-nitro-3,4-dihydro-1H-isoquinoline-2-carboxylate